[2-[3-[[2-chloro-4-[[5-[4-(cyanomethoxy)-2,3-difluoro-phenyl]-1-methyl-imidazole-2-carbonyl]amino]benzoyl]amino]propylamino]-2-oxo-ethyl]-trimethyl-ammonium formate C(=O)[O-].ClC1=C(C(=O)NCCCNC(C[N+](C)(C)C)=O)C=CC(=C1)NC(=O)C=1N(C(=CN1)C1=C(C(=C(C=C1)OCC#N)F)F)C